C1(CC1)N(C1=C(C(=NC=N1)NCC1CN(CC1)S(=O)(=O)C)F)CC1=NC=C(C=C1)C(F)(F)F N6-cyclopropyl-5-fluoro-N4-[(1-methylsulfonylpyrrolidin-3-yl)methyl]-N6-[[5-(trifluoromethyl)-2-pyridyl]methyl]pyrimidine-4,6-diamine